ClC1=C(CN2C3=C(OCC2=O)C=CC(=C3)C(=O)NO)C=C(C=C1)C(F)(F)F 4-(2-chloro-5-(trifluoromethyl)benzyl)-N-hydroxy-3-oxo-3,4-dihydro-2H-benzo[b][1,4]oxazine-6-carboxamide